2-((4S)-2-oxo-4-propyl-3-tosylpyrrolidin-1-yl)butyramide O=C1N(C[C@@H](C1S(=O)(=O)C1=CC=C(C)C=C1)CCC)C(C(=O)N)CC